3-[4-(5-benzyl-pyrimidin-2-yl)piperazin-1-yl]-6-(1-methyl-1H-pyrazol-4-yl)pyrazolo[1,5-a]pyrazine C(C1=CC=CC=C1)C=1C=NC(=NC1)N1CCN(CC1)C=1C=NN2C1C=NC(=C2)C=2C=NN(C2)C